methyl-4-thioureidobenzenesulfonamide CC1=C(C=CC(=C1)NC(=S)N)S(=O)(=O)N